benzyl p-hydroxyphenyl ketone OC1=CC=C(C=C1)C(=O)CC1=CC=CC=C1